ClC1=C(C2=C(C(=C(S2)C2=CC=C3C=NC(=NC3=C2F)OC(C)[C@H]2N(CCC2)C)C#N)C=C1)F 6-chloro-8-fluoro-2-[(1-[(2S)-1-methylpyrrolidin-2-yl]ethoxy)quinazolin-7-yl]-7-fluoro-benzothiophene-3-carbonitrile